C(C)(C)[C@@H]1N(CCN(C1)C)CC1=CC(=C2CN(C(C2=C1)=O)C1=CC(=CC=C1)C1(COC1)CN1N=CC=C1C)C(F)(F)F (S)-6-((2-isopropyl-4-methylpiperazin-1-yl)methyl)-2-(3-(3-((5-methyl-1H-pyrazol-1-yl)methyl)oxetan-3-yl)phenyl)-4-(trifluoromethyl)isoindolin-1-one